I[C@H]1C[C@H](C1)C1=CC(=CC=C1)C(F)(F)F Cis-1-(3-iodocyclobutyl)-3-(trifluoro-methyl)benzene